P(O)(=O)(OP(=O)(O)OP(=O)(O)O)OC[C@@H]1[C@H](C[C@@H](O1)N1C=CC=2C(=O)NC(N)=NC12)O 7-deaza-2'-deoxyguanosine-5'-triphosphate